NC1=CC(=C2C(=N1)C(C=1C(=CC=CC1O2)Cl)=O)C2=CC=C(C=C2)N2CCN(CC2)CC2CCN(CC2)C2=CC=C1CN(C(C1=C2)=O)C2C(NC(CC2)=O)=O 3-(6-(4-((4-(4-(2-amino-9-chloro-10-oxo-10H-chromeno[3,2-b]pyridin-4-yl)phenyl)piperazin-1-yl)methyl)piperidin-1-yl)-1-oxoisoindolin-2-yl)piperidine-2,6-dione